3-(methylthio)2-phenylbutanal CSC(C(C=O)C1=CC=CC=C1)C